1-butyl-3-methylimidazolium 2-mercaptoacetate SCC(=O)[O-].C(CCC)N1C=[N+](C=C1)C